The molecule is a tetracyclic triterpenoid isolated from the stems of Aglaia abbreviata. It has a role as a plant metabolite. It is a tetracyclic triterpenoid, a cyclic terpene ketone and a gamma-lactone. C[C@@]12CC[C@@H]([C@H]1CC[C@H]3[C@]2(CC[C@@H]4[C@@]3(CCC(=O)C4(C)C)C)C)[C@@]5(CCC(=O)O5)C